COC1=CC=C(C=C1)CNC1=C(N=CS1)C(=O)OC(C)(C)C tert-butyl 5-{[(4-methoxyphenyl) methyl] amino}-1,3-thiazole-4-carboxylate